4-(1,1-dimethylethyl)-2-[[(1,1-dimethylethyl)amino]methyl]-6-[5-fluoro-6-(trifluoromethyl)-3-pyridinyl]phenol CC(C)(C)C1=CC(=C(C(=C1)C=1C=NC(=C(C1)F)C(F)(F)F)O)CNC(C)(C)C